1-(2,5-dichloropyridin-3-yl)ethan-1-one ClC1=NC=C(C=C1C(C)=O)Cl